tert-butyl N-[(1S)-1-benzyl-2-ethoxy-ethyl]carbamate C(C1=CC=CC=C1)[C@@H](COCC)NC(OC(C)(C)C)=O